tert-butyl {[2-({3-[2-(4-chloro-3-fluorophenoxy)acetamido]bicyclo[1.1.1]pentan-1-yl}carbamoyl)pyridin-4-yl]methyl}carbamate ClC1=C(C=C(OCC(=O)NC23CC(C2)(C3)NC(=O)C3=NC=CC(=C3)CNC(OC(C)(C)C)=O)C=C1)F